COC1=CC=C(C=C1)C1=C(C(=NN1)C(F)(F)F)C#N 5-(4-methoxyphenyl)-3-(trifluoromethyl)-1H-pyrazole-4-carbonitrile